C1(CCC1)C1=CC(=C(C(=O)N2CCC(CC2)C2=CC=C(C#N)C=C2)C=C1C1=NN=C(N1)[C@H]1OCCC1)C (S)-4-(1-(4-cyclobutyl-2-methyl-5-(5-(tetrahydrofuran-2-yl)-4H-1,2,4-triazol-3-yl)benzoyl)piperidin-4-yl)benzonitrile